N-(2-(((1r,3r,5r,7r)-adamantan-2-yl)amino)ethyl)-5-(4-chloro-phenyl)-1-(2,4-dichlorophenyl)-4-(trifluoromethyl)-1H-pyrazole-3-carboxamide C12C(C3CC(CC(C1)C3)C2)NCCNC(=O)C2=NN(C(=C2C(F)(F)F)C2=CC=C(C=C2)Cl)C2=C(C=C(C=C2)Cl)Cl